COC=1C=C(CN2C=CC3=C(C=CC(=C23)C(=O)NCC2=CC=C(C(=O)O)C=C2)NC2=CC=CC=C2)C=CC1 4-((1-(3-methoxybenzyl)-4-(phenylamino)-1H-indole-7-carboxamido)methyl)benzoic acid